(S)-4-(3-(2,4-Difluoro-3-hydroxy-5-(trifluoromethyl)phenyl)-1-methyl-1H-pyrazolo[4,3-c]pyridin-6-yl)-3-methyl-N-phenylpiperazine-1-carboxamide FC1=C(C=C(C(=C1O)F)C(F)(F)F)C1=NN(C2=C1C=NC(=C2)N2[C@H](CN(CC2)C(=O)NC2=CC=CC=C2)C)C